C1(CCC1)C1=CC(=NN1C)C(=O)OCC ethyl 5-cyclobutyl-1-methyl-1H-pyrazole-3-carboxylate